NC1CN(C1)C1=CC(=C(C(=C1)F)N1C(N(C=2N=CC(=CC2C=2C=CC(=CC12)Cl)Cl)CC)=O)F 10-[4-(3-aminoazetidin-1-yl)-2,6-difluorophenyl]-4,13-dichloro-8-ethyl-6,8,10-triazatricyclo[9.4.0.02,7]pentadeca-1(11),2(7),3,5,12,14-hexaen-9-one